2-ethoxy-2-methyl-N-(triethoxysilyloctyl)-1-aza-2-silacyclopentane C(C)O[Si]1(N(CCC1)CCCCCCCC[Si](OCC)(OCC)OCC)C